4-(6-methoxy-5-(trifluoromethyl)pyridin-3-yl)-1-(4-(5-(trifluoromethyl)pyrimidin-2-yl)piperazine-1-yl)butanone COC1=C(C=C(C=N1)CCC(CN1CCN(CC1)C1=NC=C(C=N1)C(F)(F)F)=O)C(F)(F)F